N-methyl-6-(methyl(piperidin-4-yl)amino)-N-(1H-pyrazol-4-yl)quinoline-2-carboxamide CN(C(=O)C1=NC2=CC=C(C=C2C=C1)N(C1CCNCC1)C)C=1C=NNC1